O1C=CC2=C1NC=C2 6H-furo[2,3-b]pyrrole